Cl(=O)(=O)OCC=C allyl chlorate